([1-(1-oxido-2-pyridinylcarbonyl)azetidin-3-yl]oxy)-3,4-dihydro-2H-1,2-benzoxaborinine-8-carboxylic acid [O-][N+]1=C(C=CC=C1)C(=O)N1CC(C1)OB1OC2=C(CC1)C=CC=C2C(=O)O